2-Cyclohexyl-4-(thiophen-2-ylmethylene)oxazol-5(4H)-one C1(CCCCC1)C=1OC(C(N1)=CC=1SC=CC1)=O